C(C)C(C[K])CCCC 2-ethylhexyl-(potassium)